ClC=1C=C(C2=C(C1)C1(NCCOC1)CO2)C2=NC(=NC=C2)N 4-(5-chlorospiro[2H-benzofuran-3,3'-morpholine]-7-yl)pyrimidin-2-amine